(2-oxo-propyl)phosphonic acid bis(2,4-dimethoxyphenyl) ester COC1=C(C=CC(=C1)OC)OP(OC1=C(C=C(C=C1)OC)OC)(=O)CC(C)=O